N-(2,6-Dimethyl-4-(7-((1-(trifluoromethyl)cyclopropyl)methoxy)-1,3,4,5-tetrahydro-2H-Benzo[c]azepine-2-yl)phenyl)-3,3-dimethylbutanamide CC1=C(C(=CC(=C1)N1CC2=C(CCC1)C=C(C=C2)OCC2(CC2)C(F)(F)F)C)NC(CC(C)(C)C)=O